4-Methyl-6-(2-methylmorpholino)pyridin CC1=CC=NC(=C1)N1CC(OCC1)C